tert-butyl ((7-cyano-2-(2,6-dioxopiperidin-3-yl)-4-fluoro-3-oxoisoindolin-5-yl)methyl)carbamate C(#N)C=1C=C(C(=C2C(N(CC12)C1C(NC(CC1)=O)=O)=O)F)CNC(OC(C)(C)C)=O